2-chloro-3-(1-methoxyethyl)pyridine ClC1=NC=CC=C1C(C)OC